3-(5-(4-methyl-3-phenyl-1H-pyrazol-1-yl)-1-oxoisoindolin-2-yl)piperidine-2,6-dione CC=1C(=NN(C1)C=1C=C2CN(C(C2=CC1)=O)C1C(NC(CC1)=O)=O)C1=CC=CC=C1